BrC1=CC(=C(C=C1C)N1CCOC2=C(C1=O)N(N=C2)C)C 7-(4-bromo-2,5-dimethylphenyl)-1-methyl-6,7-dihydro-1H-pyrazolo[3,4-f][1,4]oxazepin-8(5H)-one